O=C(C(=O)NC=1C2=C(C=NC1)C=NN2)N2[C@H](CN([C@@H](C2)C)C(C(C)(C)C)=O)C2=CC(=CC=C2)N2CCN(CC2)C 2-Oxo-N-(1H-pyrazolo[4,3-c]pyridin-7-yl)-2-[(2S,5R)-4-(2,2-dimethylpropanoyl)-5-methyl-2-[3-(4-methylpiperazin-1-yl)phenyl]piperazin-1-yl]acetamide